C(C)(C)(C)P1(=NC2=C(C3=C1C=CC1=CC=CC=C13)C=1C=CC=CC1C=C2)C(C)(C)C 4,4-di-tert-butyl-4lambda5-dinaphtho[2,1-c:1',2'-e][1,2]Azaphosphine